[6-(3-cyclopropyl-1,2,4-triazol-1-yl)-2-azaspiro[3.3]heptan-2-yl]-[2-[4-fluoro-3-(trifluoromethyl)phenyl]sulfonyl-2,6-diazaspiro[3.3]heptan-6-yl]methanone C1(CC1)C1=NN(C=N1)C1CC2(CN(C2)C(=O)N2CC3(CN(C3)S(=O)(=O)C3=CC(=C(C=C3)F)C(F)(F)F)C2)C1